[N+](=O)([O-])C1C=CC2=C(C3=CC=CC=C3C=3C=CC(=CC23)C2=CC=CC=C2)C1 (1S)-2-nitro-6-phenyl-1,2-dihydrobenzo[5,6]phenanthren